5-(5-bromo-3-pyridinyl)-N-[2-(1H-indol-3-yl)ethyl]Pyrazolo[1,5-a]Pyrimidine-7-amine BrC=1C=C(C=NC1)C1=NC=2N(C(=C1)NCCC1=CNC3=CC=CC=C13)N=CC2